COC(C=CC(=O)O)=O 4-methoxy-4-oxobut-2-enoic acid